Cl.ClC=1C=C(C=CC1Cl)C(CCN(C)C)=O 1-(3,4-dichlorophenyl)-3-(dimethylamino)propan-1-one hydrochloride